5-((5-(3-fluoro-4-(trifluoromethyl)phenyl)-1,3,4-oxadiazol-2-yl)amino)pyridinecarbonitrile FC=1C=C(C=CC1C(F)(F)F)C1=NN=C(O1)NC=1C=CC(=NC1)C#N